3-AMINOAZETIDINE-3-CARBOXYLIC ACID NC1(CNC1)C(=O)O